C(C)N1C=2C=CC(=CC2C=2C3=C(C=CC12)C(CC3)=O)C(C3=C(C=CC=C3)C)=O N-ethyl-9-(2-methylbenzoyl)-1,6-dihydro-cyclopenta[c]carbazole-3(2H)-one